ClC=1C(=NC=C(N1)I)N\C=N\[Si](C)(C)C (E)-N-(3-chloro-5-iodopyrazin-2-yl)-N'-(trimethylsilyl)formimidamide